(2S)-2-[[3-(3-aminophenyl)imidazo[1,2-b]pyridazin-6-yl]amino]-3-methyl-butan-1-ol NC=1C=C(C=CC1)C1=CN=C2N1N=C(C=C2)N[C@H](CO)C(C)C